tert-butyl (2R)-2-[3-[[2-(2,6-dioxo-3-piperidyl)-1,3-dioxo-isoindolin-4-yl]amino] propoxymethyl]morpholine-4-carboxylate O=C1NC(CCC1N1C(C2=CC=CC(=C2C1=O)NCCCOC[C@H]1CN(CCO1)C(=O)OC(C)(C)C)=O)=O